(S)-1-(6-chloro-6'-((4-methylpiperazin-1-yl)methyl)-[3,3'-bipyridin]-4-yl)piperidin-3-ol ClC1=CC(=C(C=N1)C=1C=NC(=CC1)CN1CCN(CC1)C)N1C[C@H](CCC1)O